tert-butyl ((4-(4-(5-fluoroisoindoline-2-carboxamido)phenyl) piperidin-1-yl)sulfonyl)carbamate FC=1C=C2CN(CC2=CC1)C(=O)NC1=CC=C(C=C1)C1CCN(CC1)S(=O)(=O)NC(OC(C)(C)C)=O